CCCC(C(=O)O)C 2-methyl-ethylpropanoic acid